N-2-butenyl-2-methylaniline C(C=CC)NC1=C(C=CC=C1)C